methyl (R)-(4-(6-(6-(2-(ethyl(isopropyl)carbamoyl)-4-fluorophenoxy)-1,2,4-triazin-5-yl)-2,6-diazaspiro[3.4]octan-2-yl)-5-methylhexyl)carbamate C(C)N(C(=O)C1=C(OC2=C(N=CN=N2)N2CC3(CN(C3)[C@H](CCCNC(OC)=O)C(C)C)CC2)C=CC(=C1)F)C(C)C